4-(5-fluoro-1H-indol-2-yl)-5-hydroxy-N-methoxy-2-carbonyl-5-pentyl-2,5-dihydrofuran-3-carboxamide FC=1C=C2C=C(NC2=CC1)C1=C(C(OC1(CCCCC)O)=C=O)C(=O)NOC